C(C)OC(=O)C=1N=CN(C1)C1=CC(=C(C=C1)OC1CCCCC1)C#N 1-(3-cyano-4-cyclohexyloxy-phenyl)-imidazole-4-carboxylic acid ethyl ester